1-(1-(6-methoxypyridin-3-yl)piperidin-4-yl)ethylamine hydrochloride Cl.COC1=CC=C(C=N1)N1CCC(CC1)C(C)N